N-Benzyl-5-(methylsulfamoyl)-2-[[4-(trifluoromethyl)phenyl]methylamino]benzamide C(C1=CC=CC=C1)NC(C1=C(C=CC(=C1)S(NC)(=O)=O)NCC1=CC=C(C=C1)C(F)(F)F)=O